The molecule is an organic heterotricyclic compound that is 9,10-dihydroxy-1H-benzo[g]isochromen-1-one substituted at positions 3 and 7 by methyl and methoxy groups respectively. It has a role as a plant metabolite. It is an organic heterotricyclic compound, a lactone, a member of phenols, an aromatic ether, a polyketide and a naphtho-alpha-pyrone. It derives from a nor-toralactone. CC1=CC2=CC3=CC(=CC(=C3C(=C2C(=O)O1)O)O)OC